((1S,6S)-6-(3,5-dichloro-7-hydroxythieno[3,2-b]pyridin-2-yl)cyclohex-3-en-1-yl)carbamic acid tert-butyl ester C(C)(C)(C)OC(N[C@H]1CC=CC[C@@H]1C1=C(C2=NC(=CC(=C2S1)O)Cl)Cl)=O